[(2S)-2-acetoxy-2-[(2R,3R,4R,5R)-3,4-diacetoxy-5-[2-(2-methylpropanoylamino)-6-oxo-1H-purin-9-yl]tetrahydrofuran-2-yl] ethyl] acetate C(C)(=O)OC[C@@H]([C@H]1O[C@H]([C@@H]([C@@H]1OC(C)=O)OC(C)=O)N1C=2N=C(NC(C2N=C1)=O)NC(C(C)C)=O)OC(C)=O